4-(3-amino-1-(4-(pyrrolidine-1-carbonyl)phenyl)-1H-pyrazol-5-yl)-2-fluorobenzonitrile NC1=NN(C(=C1)C1=CC(=C(C#N)C=C1)F)C1=CC=C(C=C1)C(=O)N1CCCC1